(trans)-Methyl 2-(4-(6-(3-fluoro-2-methylphenyl)-5-(methoxycarbonyl)-2-(thiazol-2-yl)-3,6-dihydropyrimidin-4-yl)cyclohexyl)oxazole-4-carboxylate FC=1C(=C(C=CC1)C1C(=C(NC(=N1)C=1SC=CN1)[C@@H]1CC[C@H](CC1)C=1OC=C(N1)C(=O)OC)C(=O)OC)C